COC1=CC(=C(C=C1)O)[N+](=O)[O-] 4-Methoxy-2-Nitrophenol